sodium 4-(1-tert-butoxycarbonyl-1,2,3,6-tetrahydro-pyridin-4-yl)-furan-2-carboxylate C(C)(C)(C)OC(=O)N1CCC(=CC1)C=1C=C(OC1)C(=O)[O-].[Na+]